CC1=NOC(=C1C1=NC(=CC=C1)B1OC(C(O1)(C)C)(C)C)C 3,5-dimethyl-4-(6-(4,4,5,5-tetramethyl-1,3,2-dioxaborolan-2-yl)pyridin-2-yl)isoxazole